COC(C1=CC=C(C=C1)C1=CNC2=CC=CC(=C12)OCC1=CC=CC=C1)=O 4-(4-benzyloxy-1H-indol-3-yl)benzoic acid methyl ester